4-(4-amino-1H-imidazo[4,5-c]pyridin-1-yl)cyclohexanecarboxylic acid NC1=NC=CC2=C1N=CN2C2CCC(CC2)C(=O)O